ClC=1C=C(C(=NC1)OC)C1=C(C=C2NC(C=3N(C2=C1F)C(=NN3)C)(C)C)C(F)F 8-(5-Chloro-2-methoxy-pyridin-3-yl)-7-(difluoro-methyl)-9-fluoro-1,4,4-trimethyl-5H-[1,2,4]triazolo[4,3-a]quinoxaline